3-(3,4-dimethylphenyl)-N-methylcyclobutan-1-amine CC=1C=C(C=CC1C)C1CC(C1)NC